C1(=CC=CC=C1)CCCN1C(=NC2=C1C=CC=C2C(=O)N)C=2C=C(C=CC2)C (3-phenylpropyl)-2-(m-tolyl)-1H-benzo[d]Imidazole-4-formamide